(S)-2-methyl-1-(5-(trifluoromethyl)pyridin-2-yl)piperazine hydrochloride Cl.C[C@@H]1N(CCNC1)C1=NC=C(C=C1)C(F)(F)F